BrC1=CC=CC=2C=3N(C(=NC12)[C@@](N)(C)C(=O)NCCN1CCN(CC1)C)N=C(N3)C=3C=NN(C3)C 2-[7-bromo-2-(1-methyl-1H-pyrazol-4-yl)[1,2,4]triazolo[1,5-c]quinazolin-5-yl]-N-[2-(4-methylpiperazin-1-yl)ethyl]-D-alaninamide